bispinanol boronate B(O)O.C12(C(CCC(C1(C)C)C2)C)O.C21(C(CCC(C2(C)C)C1)C)O